N-(2-Bromo-4-fluorophenyl)-2,2-dimethylthiopropionamide BrC1=C(C=CC(=C1)F)NC(C(C)(C)C)=S